α-methylaspartic acid C[C@](N)(CC(=O)O)C(=O)O